ClC1=NC=C(C(=C1)N1CC(C(CC1)O)(C)C)C#CC=1C=NN(C1)C 1-(2-chloro-5-((1-methyl-1H-pyrazol-4-yl)ethynyl)pyridin-4-yl)-3,3-dimethylpiperidin-4-ol